3-(benzofuran-4-yl)piperidine-2,6-dione O1C=CC2=C1C=CC=C2C2C(NC(CC2)=O)=O